methyl-ethyl-4'-hydroxy-2-methyl-propiophenone CCC(C(=O)C1=CC=C(C=C1)O)(C)CC